ethyl 2-(4-((((1r,4r)-4-(((benzyloxy)carbonyl)amino)cyclohexyl) (tertbutoxycarbonyl)amino)methyl)-1H-pyrazol-1-yl)acetate C(C1=CC=CC=C1)OC(=O)NC1CCC(CC1)N(C(=O)OC(C)(C)C)CC=1C=NN(C1)CC(=O)OCC